ClC1=NN2C(N=C(C=C2)N2[C@H](C[C@H](C2)O)C2=C(C=CC(=C2)F)F)=C1NC(=S)NC1C(C1)(F)F 1-(2-chloro-5-((2R,4R)-2-(2,5-difluorophenyl)-4-hydroxypyrrolidin-1-yl)pyrazolo[1,5-a]pyrimidin-3-yl)-3-(2,2-difluorocyclopropyl)thiourea